(1s,4s)-2'-(1-benzofuran-4-yl)-4-(3-chloroanilino)spiro[cyclohexane-1,1'-indene]-4-carboxylic acid O1C=CC2=C1C=CC=C2C=2C1(C3=CC=CC=C3C2)CCC(CC1)(C(=O)O)NC1=CC(=CC=C1)Cl